(1R,2S,5S)-N-(cyano(phthalazin-1-yl)methyl)-3-((S)-2-((5-fluoro-2-oxo-1,2-dihydropyridin-4-yl)amino)-3,3-dimethylbutanoyl)-6,6-dimethyl-3-azabicyclo[3.1.0]hexane-2-carboxamide C(#N)C(NC(=O)[C@@H]1[C@H]2C([C@H]2CN1C([C@H](C(C)(C)C)NC1=CC(NC=C1F)=O)=O)(C)C)C1=NN=CC2=CC=CC=C12